N-(4-tert-butylbenzyl)-p-toluenesulfonamide C(C)(C)(C)C1=CC=C(CNS(=O)(=O)C2=CC=C(C)C=C2)C=C1